C(CSCCSCCS)S 3,6-dithiaoctane-1,8-dithiol